CC(C)OC(=O)C=1C(N(C2=CC(=CC=C2C1N)Cl)C1=CC=CC=C1)=O 4-Amino-7-chloro-2-oxo-1-phenyl-1,2-dihydroquinoline-3-carboxylic acid propan-2-yl ester